ClC1=C(C=C(C(=C1)OC)F)C1=CN=C2N1C=CN=C2NC2=CC(=C(C(=O)O)C=C2)C 4-[[3-(2-chloro-5-fluoro-4-methoxyphenyl)imidazo[1,2-a]pyrazin-8-yl]amino]-2-methyl-benzoic acid